FC(C=1C=C(C=CC1)C=1C=C2C(=NC1)C=NN2CC=2C=C(C=NC2)C#N)F 5-[[6-[3-(Difluoromethyl)phenyl]pyrazolo[4,3-b]pyridin-1-yl]methyl]pyridine-3-carbonitrile